6-(4-chloro-3-isopropyl-3H-imidazo[4,5-c]pyridin-6-yl)-3,3-dimethyl-1-((1s,3s)-3-(piperidin-1-yl)cyclobutyl)indolin-2-one 4-t-butylcyclohexyl-α-allyloxymethylacrylate C(C)(C)(C)C1CCC(CC1)OC(C(=C)COCC=C)=O.ClC1=NC(=CC2=C1N(C=N2)C(C)C)C2=CC=C1C(C(N(C1=C2)C2CC(C2)N2CCCCC2)=O)(C)C